ClC=1C(=C(NC=2C3=C(N=CN2)C=C(C(=N3)N3[C@@H]2CN([C@H](C3)C2)C(C=C)=O)F)C=CC1CC(F)(F)F)F 1-[(1S,4S)-5-[4-[3-chloro-2-fluoro-4-(2,2,2-trifluoroethyl)anilino]-7-fluoro-pyrido[3,2-d]pyrimidin-6-yl]-2,5-diazabicyclo[2.2.1]heptan-2-yl]prop-2-en-1-one